propanesulfonate hydrate O.C(CC)S(=O)(=O)O